ClC1=C(C=CC=C1C1=C(C(=NC=C1)C1=CC(=C(C=C1)CNC1CC(C1)(C)O)OC)Cl)C1=CC=C(C(=N1)OC)CN1CC2(C1)CNC(C2)=O 2-((6-(2-chloro-3-(3-chloro-2-(4-((((1r,3r)-3-hydroxy-3-methylcyclobutyl)amino)methyl)-3-methoxyphenyl)pyridin-4-yl)phenyl)-2-methoxypyridin-3-yl)methyl)-2,6-diazaspiro[3.4]octan-7-one